BrC1=CC=C(COC=2C(=CC(=C(C2)CC#N)[N+](=O)[O-])OCCOC)C=C1 {5-[(4-bromobenzyl)oxy]-4-(2-methoxyethoxy)-2-nitrophenyl}acetonitrile